NCCCNCCC[Si](OC)(OC)OC N-(3-aminopropyl)-3-aminopropyltrimethoxysilane